6-(4-aminothiophen-2-yl)pyrazin-2-yl-2-methoxybenzoate NC=1C=C(SC1)C1=CN=CC(=N1)OC(C1=C(C=CC=C1)OC)=O